(R)-3-(5-(3-((cyclobutylmethyl)amino)piperidin-1-Yl)pyridin-2-yl)-N-(quinoxalin-2-yl)oxetane-3-carboxamide C1(CCC1)CN[C@H]1CN(CCC1)C=1C=CC(=NC1)C1(COC1)C(=O)NC1=NC2=CC=CC=C2N=C1